N-lauroyl-N-methylglycine sodium salt [Na+].C(CCCCCCCCCCC)(=O)N(CC(=O)[O-])C